ClC1=CC=C(O[C@H](C(=O)NOC)C)C=C1 (2S)-2-(4-chlorophenoxy)-N-methoxypropanamide